CC1=C(C(=C(C(=O)[O-])C=C1)NC(=O)OC(C)(C)C)[N+](=O)[O-] methyl-((tert-Butoxycarbonyl) amino)-3-nitrobenzoate